O(C1=CC=CC=C1)[C@@H](C(=O)O)C |r| racemic-alpha-phenoxypropionic acid